[Na+].S(=O)(=O)([O-])CCCCN(C=1CC(C=CC1)=C)CCCCS(=O)(=O)[O-].[Na+] N,N-Bis(4-sulfobutyl)-3-methylylaniline, sodium salt